C(C)OC(=O)[C@H]1[C@@H](C1)C1=CC(=CC=C1)C1(OC1C=O)C.CC1C2C(CC(C1)C(=O)OCC1CC3C(C(C1)C)O3)O2 3,4-epoxy-5-methylcyclohexylmethyl 3,4-epoxy-5-methylcyclohexanecarboxylate rac-ethyl-(1R,2R)-2-(3-(3-formyl-2-methyloxiran-2-yl)phenyl)cyclopropane-1-carboxylate